N-Bocaminoethanethiol C(=O)(OC(C)(C)C)NC(C)S